mono-vinyl carbamate C(N)(OC=C)=O